The molecule is an oligopeptide composed of the tripeptide unit L-alpha-glutamyl-L-leucyl-L-alanyl which is attached via an amide bond to the amino terminus of the pseudopeptide fragment 3-({[N-(2-aminoethyl)-N-(indol-3-ylacetyl)glycyl]amino}methyl)benzoyl, which is in turn attached via an amide bond to the amino terminus of the tripeptide unit L-leucyl-L-threonyl-L-valine. It has a role as a peptidomimetic. C[C@H]([C@@H](C(=O)N[C@@H](C(C)C)C(=O)O)NC(=O)[C@H](CC(C)C)NC(=O)C1=CC=CC(=C1)CNC(=O)CN(CCNC(=O)[C@H](C)NC(=O)[C@H](CC(C)C)NC(=O)[C@H](CCC(=O)O)N)C(=O)CC2=CNC3=CC=CC=C32)O